3-methoxy-4-((2-methylallyl)oxy)benzoic acid methyl ester COC(C1=CC(=C(C=C1)OCC(=C)C)OC)=O